4-chloro-3-fluoro-2-(4-iodo-2-methyl-pyrazol-3-yl)naphthalene-1-carbonitrile ClC1=C(C(=C(C2=CC=CC=C12)C#N)C=1N(N=CC1I)C)F